C(CCCCCCC=CC)(=O)OC(C)C\C=C\C (E)-hex-4-en-2-yl dec-8-enoate